CO\N=C(/CN1N=CC2=NC=C(C=C21)C2=CC(=CC=C2)C(F)(F)F)\C(C)C (Z)-N-Methoxy-3-methyl-1-[6-[3-(trifluoromethyl)phenyl]pyrazolo[4,3-b]pyridin-1-yl]butan-2-imine